1-((1r,4r)-4-aminocyclohexyl)-3-(4-(1-methyl-1H-pyrazol-4-yl)pyridin-2-yl)urea NC1CCC(CC1)NC(=O)NC1=NC=CC(=C1)C=1C=NN(C1)C